Racemic-methyl 1-(2-oxo-4-(o-tolyl)-2H-pyrano[2,3-b]pyridin-7-yl)pyrrolidine-3-carboxylate O=C1C=C(C=2C(=NC(=CC2)N2C[C@@H](CC2)C(=O)OC)O1)C1=C(C=CC=C1)C |r|